ClC1=C(C=O)C=C(C=C1[N+](=O)[O-])[N+](=O)[O-] 2-chloro-3,5-dinitrobenzaldehyde